(4S)-9-amino-4-ethyl-8-fluoro-4-hydroxy-11-(((1R,5S)-6-hydroxy-3-azabicyclo[3.1.1]hept-3-yl)methyl)-1,12-dihydro-14H-pyrano[3',4':6,7]indolizino[1,2-b]quinoline-3,14(4H)-dione NC1=CC=2C(=C3C(=NC2C=C1F)C1=CC2=C(C(N1C3)=O)COC([C@]2(O)CC)=O)CN2C[C@@H]3C([C@H](C2)C3)O